(S)-4-(3-(methoxymethyl)-2,8-diazaspiro[4.5]decan-8-yl)-2-(pyridin-4-yl)pyrido[3,4-d]pyrimidine COC[C@H]1NCC2(C1)CCN(CC2)C=2C1=C(N=C(N2)C2=CC=NC=C2)C=NC=C1